2,2-bis(but-2-ynyl)malonic acid dimethyl ester COC(C(C(=O)OC)(CC#CC)CC#CC)=O